(R)-N-(1-(6-methyl-9H-pyrido[3,4-b]indol-1-yl)ethyl)acetamide CC=1C=C2C3=C(NC2=CC1)C(=NC=C3)[C@@H](C)NC(C)=O